vinyl-α-methylpropanenitrile C(=C)C(C#N)(C)C